(2,6-dichlorobenzenesulfonyl)-N-(4-(4-(dimethylamino)-1-piperidinyl)-2-methoxyphenyl)-2-amino-7H-pyrrolo[2,3-d]pyrimidine ClC1=C(C(=CC=C1)Cl)S(=O)(=O)C=1C2=C(N(C(N1)N)C1=C(C=C(C=C1)N1CCC(CC1)N(C)C)OC)NC=C2